2-(2-Methyl-morpholin-4-yl)-benzo[h]chromen-4-one CC1CN(CCO1)C=1OC2=C3C(=CC=C2C(C1)=O)C=CC=C3